C(C1=CC=CC=C1)OCCOCCC(\C=C\C(F)(F)F)NS(=O)C(C)(C)C (E)-N-(1-(2-(benzyloxy)ethoxy)-6,6,6-trifluorohex-4-en-3-yl)-2-methylpropane-2-sulfinamide